acrylic bicyclo[5.5.2]Tetradecyl ester C12(CCCCCC(CCCCC1)CC2)OC(C=C)=O